O=C1N([C@@H]2CC[C@H](N1C2)C(OCC(C)N)=N)OS(=O)(=O)O 2-Aminopropyl (2S,5R)-7-oxo-6-(sulfooxy)-1,6-diazabicyclo[3.2.1]octane-2-carbimidate